C(SCC(=O)O)(SCC(=O)O)=S.[Na] sodium bis(carboxymethyl) trithiocarbonate